5-(1-Aminocyclobutyl)-2-chloro-N-(4-(1-methyl-4-(trifluoromethyl)-1H-imidazol-2-yl)benzyl)Pyrimidin-4-amine NC1(CCC1)C=1C(=NC(=NC1)Cl)NCC1=CC=C(C=C1)C=1N(C=C(N1)C(F)(F)F)C